C1(=CC=CC=C1)C=1N=C(SC1)N1CCOCC1 4-(4-phenyl-2-thiazolyl)-morpholine